N1(C=NC2=C1C=CC=C2)C2C(=C(C(CC2)(C)C)/C=C/C(=C/C=C/C(=C\C(=O)OC)/C)/C)C (2Z,4E,6E,8E)-methyl 9-(3-(1H-benzo[d]imidazol-1-yl)-2,6,6-trimethylcyclohex-1-en-1-yl)-3,7-dimethylnona-2,4,6,8-tetraenoate